isopropyl-3-methylpyrazolo[3,4-d]pyrimidin-6-amine C(C)(C)C1=C2C(NC(=N1)N)=NN=C2C